tert-butyl (4S)-4-methoxy-2-[6-(1-methylindazole-5-amido)imidazo[1,2-a]pyrazin-2-yl]pyrrolidine-1-carboxylate CO[C@H]1CC(N(C1)C(=O)OC(C)(C)C)C=1N=C2N(C=C(N=C2)NC(=O)C=2C=C3C=NN(C3=CC2)C)C1